(cyanoethyl)-1,4-dihydroxy-2-oxo-1,2-dihydroquinoline-3-carboxamide C(#N)CCC1=C2C(=C(C(N(C2=CC=C1)O)=O)C(=O)N)O